CC(C=C)(CCC=CCC)O 3-methyl-1,6-nonadien-3-ol